OC=1C=C2C=CC(=CC2=CC1)[C@@H](C(=O)O)C (S)-2-(6-hydroxynaphthalene-2-yl)propionic acid